C([C@@H](C(=O)N)N)C(=O)O (S)-β-asparagine